5-(2,3-dimethylphenyl)-6-methoxy-1-(4-methoxybenzyl)-1H-pyrazolo[4,3-b]Pyridine CC1=C(C=CC=C1C)C1=C(C=C2C(=N1)C=NN2CC2=CC=C(C=C2)OC)OC